racemic-cis-octahydropyrrolo[2,3-c]pyridine-1-carboxylic acid tert-butyl ester C(C)(C)(C)OC(=O)N1CC[C@@H]2[C@H]1CNCC2 |r|